CC(CC1CCC(CC1)NC(OC(C)(C)C)=O)(C)N1CCNCC1 tert-butyl N-[4-(2-methyl-2-piperazin-1-yl-propyl)cyclohexyl]carbamate